Cl[Ir](Cl)(Cl)(Cl)(Cl)Cl.[NH4+] ammonium hexachloroiridium